C(CCC)O.C(CCC)O.C(CCC)O.C(CCC)O.[Ti] titanium tetra(n-butanol)